N-[(3S)-9-fluoro-2-oxo-5-phenyl-1,3-dihydro-1,4-benzodi-azepin-3-yl]-6-methyl-2-[5-(trifluoromethyl)-pyridin-3-yl]imidazo-[1,2-b]pyridazine-3-carboxamide FC1=CC=CC=2C(=N[C@@H](C(NC21)=O)NC(=O)C2=C(N=C1N2N=C(C=C1)C)C=1C=NC=C(C1)C(F)(F)F)C1=CC=CC=C1